C1(=CC=CC=C1)C=1[Si](C(=C(C1C1=CC=CC=C1)C1=CC=CC=C1)C1=CC=CC=C1)(C)C 2,3,4,5-tetraphenyl-1,1-dimethyl-silole